2-(4-(4-(4-(5-(2-fluoro-5-(4-fluoro-2-(trifluoromethyl)benzamido)-4-((3R,5S)-3,4,5-trimethylpiperazin-1-yl)phenyl)pyrimidin-2-yl)piperazine-1-carbonyl)piperidin-1-yl)phenyl)acetic acid FC1=C(C=C(C(=C1)N1C[C@H](N([C@H](C1)C)C)C)NC(C1=C(C=C(C=C1)F)C(F)(F)F)=O)C=1C=NC(=NC1)N1CCN(CC1)C(=O)C1CCN(CC1)C1=CC=C(C=C1)CC(=O)O